C1(CC1)C=1SC(=CN1)C=1C=C(C=CC1)N(C(=O)[C@@H]1CC[C@H](CC1)NC(CN(C)C)=O)C[C@@H]1CC[C@H](CC1)C1=CC(=C(C=C1)OC)C trans-N-(3-(2-Cyclopropylthiazol-5-yl)phenyl)-4-(2-(dimethylamino)acetamido)-N-((trans-4-(4-methoxy-3-methylphenyl)cyclohexyl)methyl)cyclohexanecarboxamide